Ethyl-isobutyl-aluminum monochloride C(C)[Al](CC(C)C)Cl